4-((1-(4-(2-(2-aminopyridin-3-yl)-5-(4-fluoro-3-hydroxyphenyl)-3H-imidazo[4,5-b]pyridin-3-yl)benzyl)piperidin-4-yl)amino)pyrimidine-2-carbonitrile NC1=NC=CC=C1C1=NC=2C(=NC(=CC2)C2=CC(=C(C=C2)F)O)N1C1=CC=C(CN2CCC(CC2)NC2=NC(=NC=C2)C#N)C=C1